4R-menthadienol C1(=CC[C@](C=C1)(C(C)C)O)C